4-(3-(o-tolyl)-1H-indazol-1-yl)benzamide C1(=C(C=CC=C1)C1=NN(C2=CC=CC=C12)C1=CC=C(C(=O)N)C=C1)C